methyl 3-bromo-4-[3-(hydroxymethyl)cyclobutoxy]benzoate BrC=1C=C(C(=O)OC)C=CC1OC1CC(C1)CO